CC(C)(OC(NCCOCCOCCOCCC(NCCN[C@@H](CCC(N)=O)C(=O)NCCNC(CCOCCOCCOCCNC(OC(C)(C)C)=O)=O)=O)=O)C tert-butyl (15-{[N-(2,2-dimethyl-4,17-dioxo-3,8,11,14-tetraoxa-5,18-diazaicosan-20-yl)-L-glutaminyl]amino}-12-oxo-3,6,9-trioxa-13-azapentadecan-1-yl)carbamate